(undec-2-en-8-yn-2-yl)naphthalene 1,1,1,3,3,3-hexafluoropropan-2-yl-(R)-1-((6-(dimethylphosphoryl)pyridin-3-yl)carbamoyl)-6-azaspiro[2.5]octane-6-carboxylate FC(C(C(F)(F)F)OC(=O)N1CCC2(C[C@H]2C(NC=2C=NC(=CC2)P(=O)(C)C)=O)CC1)(F)F.CC(=CCCCCC#CCC)C1=CC=CC2=CC=CC=C12